(P)-3-bromo-4-((5-fluoro-3-methylpyridin-2-yl)methoxy)-6''-(2-hydroxypropan-2-yl)-5',6-dimethyl-2H-[1,4':2',2''-terpyridin]-2-one BrC=1C(N(C(=CC1OCC1=NC=C(C=C1C)F)C)C1=CC(=NC=C1C)C1=NC(=CC=C1)C(C)(C)O)=O